4-(4-(3-(6-methoxypyridin-3-yl)-1-tosyl-1H-pyrrolo[2,3-b]pyridin-5-yl)-1H-pyrazol-1-yl)cyclohexan-1-one COC1=CC=C(C=N1)C1=CN(C2=NC=C(C=C21)C=2C=NN(C2)C2CCC(CC2)=O)S(=O)(=O)C2=CC=C(C)C=C2